(2S,5R)-5-(2-chlorophenyl)-1-(6-(3-fluorophenyl)nicotinyl)pyrrolidine-2-carboxylic acid ClC1=C(C=CC=C1)[C@H]1CC[C@H](N1CC1=CN=C(C=C1)C1=CC(=CC=C1)F)C(=O)O